1-butyl-1-methylpiperidinium chlorid [Cl-].C(CCC)[N+]1(CCCCC1)C